(2-methoxy-4-pyridyl)methanone COC1=NC=CC(=C1)C=O